6-chloro-8-fluoro-1-methyl-3,4-dihydroisoquinoline ClC=1C=C2CCN=C(C2=C(C1)F)C